2-(Bis(2-ethylhexyl)amino)ethanol C(C)C(CN(CCO)CC(CCCC)CC)CCCC